Cl.C12(CC3CC(CC(C1)C3)C2)N adamantan-1-amine hydrochloride